tert-butyl-4-(2-aminoethyl)azepane-1-carboxylic acid C(C)(C)(C)C1N(CCCC(C1)CCN)C(=O)O